N-(4-(2-(((1r,4r)-4-(Dimethylamino)cyclohexyl)amino)-8-isopropyl-7-oxo-7,8-dihydropyrido[2,3-d]pyrimidin-6-yl)-2,3,5-trifluorophenyl)-1-(4-fluorophenyl)methanesulfonamide CN(C1CCC(CC1)NC=1N=CC2=C(N1)N(C(C(=C2)C2=C(C(=C(C=C2F)NS(=O)(=O)CC2=CC=C(C=C2)F)F)F)=O)C(C)C)C